Triisooctyl-thioglycolic acid C(CCCCC(C)C)SC(C(=O)O)(CCCCCC(C)C)CCCCCC(C)C